N-((1S)-1-(4-chlorocyclohexyl)-2-((4-((S)-2-methoxy-1-((S)-2-oxo-4-(trifluoromethyl)imidazolidin-1-yl)ethyl)pyridin-2-yl)amino)-2-oxoethyl)-1-methyl-1H-pyrazole-5-carboxamide ClC1CCC(CC1)[C@@H](C(=O)NC1=NC=CC(=C1)[C@@H](COC)N1C(N[C@@H](C1)C(F)(F)F)=O)NC(=O)C1=CC=NN1C